tert-Butyl 3-[7-cyclobutyl-2-(methylsulfanyl)-7H-purin-6-yl]-3,8-diazabicyclo-[3.2.1]octane-8-carboxylate C1(CCC1)N1C=NC2=NC(=NC(=C12)N1CC2CCC(C1)N2C(=O)OC(C)(C)C)SC